CC(C)(C)[O-].[Ce+3].CC(C)(C)[O-].CC(C)(C)[O-] cerium (III) tert-butoxide